6-hydroxy-2,2-dimethylbenzo[d][1,3]dioxolane-5-carbaldehyde OC=1C(=CC2=C(OC(O2)(C)C)C1)C=O